2-methyl-1-phenylpropan-2-yl 2-bromo-2,2-difluoroacetate BrC(C(=O)OC(CC1=CC=CC=C1)(C)C)(F)F